C(C)(C)(C)OC(=O)N(C=1C(=NC(=C(C1)C(F)(F)F)N1C(CCC1)C=C)C(=O)OC)C(=O)OC(C)(C)C Methyl 3-[bis(tert-butoxycarbonyl)amino]-5-(trifluoromethyl)-6-(2-vinylpyrrolidin-1-yl)pyridine-2-carboxylate